2-(8-(isobutylsulfanyl)imidazo[1,5-a]pyridin-3-yl)propan-2-amine hydrochloride Cl.C(C(C)C)SC=1C=2N(C=CC1)C(=NC2)C(C)(C)N